N-palmitoleoyl-L-valine C(CCCCCCC\C=C/CCCCCC)(=O)N[C@@H](C(C)C)C(=O)O